7-((4-Methoxyphenyl)amino)-2-(((tetrahydro-2H-pyran-4-yl)thio)methyl)quinazolin-4(3H)-one COC1=CC=C(C=C1)NC1=CC=C2C(NC(=NC2=C1)CSC1CCOCC1)=O